2-chloro-N-cyclopentyl-N-(2-methoxy-5-methylphenyl)pyrido[3,2-d]Pyrimidin-4-amine ClC=1N=C(C2=C(N1)C=CC=N2)N(C2=C(C=CC(=C2)C)OC)C2CCCC2